6-acetyl-2-((5-(4-(((1r,4r)-4-(((tert-butyldimethylsilyl)oxy)methyl)cyclohexyl)methyl)piperazin-1-yl)pyridin-2-yl)amino)-8-cyclopentyl-5-methylpyrido[2,3-d]pyrimidin-7(8H)-one C(C)(=O)C1=C(C2=C(N=C(N=C2)NC2=NC=C(C=C2)N2CCN(CC2)CC2CCC(CC2)CO[Si](C)(C)C(C)(C)C)N(C1=O)C1CCCC1)C